C(#N)C1=CC=C(CCN[C@H](C(=O)NC2=NC=C(C=C2)N2C(N(CC2)CC)=O)C2=CC=CC=C2)C=C1 |r| (S)- and (R)-2-((4-cyanophenethyl)amino)-N-(5-(3-ethyl-2-oxoimidazolidin-1-yl)pyridin-2-yl)-2-phenylacetamide